(R)-1-(2-cyclopropyl-4-(trifluoromethyl)phenyl)-N-(1-methylpiperidin-3-yl)pyrido[3,4-d]pyridazin-4-amine C1(CC1)C1=C(C=CC(=C1)C(F)(F)F)C1=C2C(=C(N=N1)N[C@H]1CN(CCC1)C)C=NC=C2